(1R,4R,5S)-2-benzyl-4-(2-nitrophenoxy)-2-azabicyclo[3.2.1]octane C(C1=CC=CC=C1)N1[C@@H]2CC[C@H]([C@H](C1)OC1=C(C=CC=C1)[N+](=O)[O-])C2